N-(2-hydroxyethyl)-3-methoxy-N-methyl-4-[(3-{4-[(1-methylpiperidin-4-yl)amino]-1-(2,2,2-trifluoroethyl)-1H-indol-2-yl}prop-2-yn-1-yl)amino]benzene-1-sulfonamide OCCN(S(=O)(=O)C1=CC(=C(C=C1)NCC#CC=1N(C2=CC=CC(=C2C1)NC1CCN(CC1)C)CC(F)(F)F)OC)C